ClC=1C=CC(=C(C1)C=1C(=C(C(=C(C1)OC)O)O)C=O)[N+](=O)[O-] 5'-chloro-3,4-dihydroxy-5-methoxy-2'-nitro-[1,1'-biphenyl]-2-carbaldehyde